3-((diethoxyphosphoryl)fluoromethyl)quinoline-6-carboxylic acid C(C)OP(=O)(OCC)C(C=1C=NC2=CC=C(C=C2C1)C(=O)O)F